6-(1-propenoyl-3-methoxypiperidin-4-yl)-2-(4-phenoxyphenyl)nicotinamide C(C=C)(=O)N1CC(C(CC1)C1=NC(=C(C(=O)N)C=C1)C1=CC=C(C=C1)OC1=CC=CC=C1)OC